(S)-4,11-diethyl-4-hydroxy-3,14-dioxo-3,4,12,14-tetrahydro-1H-pyrano[3',4':6,7]indolizino[1,2-b]quinolin-9-yl ((1-heptylpiperidin-4-yl) methyl) carbonate C(OC1=CC=2C(=C3C(=NC2C=C1)C1=CC2=C(C(N1C3)=O)COC([C@]2(O)CC)=O)CC)(OCC2CCN(CC2)CCCCCCC)=O